NC1=C(C=CC(=C1)C(=O)[O-])C=CC1=C(C=C(C=C1)C(=O)[O-])N 2,2'-diamino-4,4'-stilbenedicarboxylate